4-Bromobutyltrimethoxysilane BrCCCC[Si](OC)(OC)OC